5-[1-(5-amino-2-pyridyl)-3-(trifluoromethyl)pyrazol-4-yl]-N-[3-chloro-4-(4,7-diazaspiro[2.5]octane-7-carbonyl)phenyl]-1-methylimidazole-2-carboxamide NC=1C=CC(=NC1)N1N=C(C(=C1)C1=CN=C(N1C)C(=O)NC1=CC(=C(C=C1)C(=O)N1CCNC2(CC2)C1)Cl)C(F)(F)F